2-((4-(pyrrolidin-3-yl)pyridin-2-yl)methyl)isoindoline-1,3-dione hydrochloride Cl.N1CC(CC1)C1=CC(=NC=C1)CN1C(C2=CC=CC=C2C1=O)=O